pyrrolo[2,3-d]pyrimidinone N=1C(N=CC=2C1N=CC2)=O